[Si](C)(C)(C(C)(C)C)ON1N=C(C2=CC=CC=C12)I ((tert-butyldimethylsilyl)oxy)-3-iodo-1H-indazole